sec-butyloxycarboxylic acid C(C)(CC)OC(=O)O